CC1=C(NC2=CC=CC=C12)C(=O)[O-] 3-methyl-1H-indole-2-carboxylate